(E)-4-((2-methyl-2-(pyrimidin-2-yl)hydrazono)methyl)benzene-1,2-diol CN(\N=C\C=1C=C(C(=CC1)O)O)C1=NC=CC=N1